4-((2,6-difluoro-4-(1-methyl-1H-1,2,3-triazol-4-yl)benzyl)oxy)phenyl sulfurofluoridate S(OC1=CC=C(C=C1)OCC1=C(C=C(C=C1F)C=1N=NN(C1)C)F)(=O)(=O)F